7-cyclobutyl-2-oxo-8-[2-(phenylamino)-1,3-thiazol-4-yl]-1H-quinoline-3-carboxylic acid C1(CCC1)C1=CC=C2C=C(C(NC2=C1C=1N=C(SC1)NC1=CC=CC=C1)=O)C(=O)O